FC1(C(C1)C1=CNC=2N=CN=C(C21)N[C@H]2CN(CCC2)C(=O)OC(C)(C)C)F tert-butyl (3R)-3-((5-(2,2-difluorocyclopropyl)-7H-pyrrolo[2,3-d]pyrimidin-4-yl)amino)piperidine-1-carboxylate